C(C)(C)[C@@H]1[C@H](C1)C=1C=C(N=NC1OC([2H])([2H])[2H])C=1C(NC(NC1)=O)=O 5-(5-((1S,2R)-2-isopropylcyclopropyl)-6-(methoxy-d3)Pyridazin-3-yl)pyrimidine-2,4(1H,3H)-dione